3-(3-(((1-Benzyl-1H-pyrazol-5-yl)methyl)(methyl)amino)-1,2,4-oxadiazol-5-yl)-2,5,6-trifluorophenol C(C1=CC=CC=C1)N1N=CC=C1CN(C1=NOC(=N1)C=1C(=C(C(=C(C1)F)F)O)F)C